C(CC)C(CCCC)CCCCC 5-propyl-decane